FC1=CC(=CC2=C1B(OC2)O)NC2=NC=C(C(=N2)NC(CC)CC)C(F)(F)F 7-fluoro-5-((4-(pentan-3-ylamino)-5-(trifluoromethyl)pyrimidin-2-yl)amino)benzo[c][1,2]oxaborol-1(3H)-ol